6-(2,4-difluorophenoxy)-8-ethyl-2-(tetrahydro-2H-pyran-4-ylamino)pyrido[2,3-d]pyrimidin-7(8H)-one FC1=C(OC2=CC3=C(N=C(N=C3)NC3CCOCC3)N(C2=O)CC)C=CC(=C1)F